C1CCN(CC1)C2=NC3=C(N=CN=C3N2[C@H]4[C@@H]([C@H]5[C@H](O4)COP(=O)(O5)O)O)N The molecule is a cyclic adenyl ribonucleotide that is cAMP (cyclic adenosine 3',5'-phosphate) in which the hydrogen at position 8 has been replaced by a piperidin-1-yl group. A selective cAMP-dependent protein kinase A (PKA) activator and cAMP analogue with high selectivity for site A of PKA type I and for site B of PKA type II. It has a role as an antineoplastic agent and a protein kinase A agonist. It is a 3',5'-cyclic purine nucleotide, an adenyl ribonucleotide, a tertiary amino compound and a member of piperidines. It derives from a 3',5'-cyclic AMP.